methyl-1,4,6,7-tetrahydro-5H-pyrazolo[4,3-c]pyridin CN1N=CC=2CNCCC21